(5S,7aS)-5-((difluoromethoxy)methyl)-2-methylenetetrahydro-1H-pyrrolizine FC(OC[C@H]1N2CC(C[C@@H]2CC1)=C)F